5,5-dimethyl-4,5-dihydroisoxazol-3-thiol CC1(CC(=NO1)S)C